P(=O)(OCN1C(C(CCC1=O)N1C(C2=CC=C(C=C2C1)CNC(C(C1=CC=C(C=C1)F)(F)F)=O)=O)=O)(O)O (3-(5-((2,2-difluoro-2-(4-fluorophenyl)acetamido)methyl)-1-oxoisoindolin-2-yl)-2,6-dioxopiperidin-1-yl)methyl dihydrogen phosphate